O=C1N[C@H]2[C@@H](N1)CS[C@H]2CCCCC(=O)O 5-((3aS,4S,6aR)-2-oxohexahydro-1H-thieno[3,4-d]imidazole-4-yl)pentanoic acid